O[C@@H](COC=1C=CC2=C(C(C=3N(C4=CC=CC=C4C3C2=O)C)(C)C)C1)CO 8-((R)-2,3-Dihydroxy-propoxy)-5,6,6-trimethyl-5,6-dihydro-benzo[b]carbazol-11-one